5-(benzyl(methyl)amino)-7-(1H-pyrazol-4-yl)-N-(4-(trifluoromethyl)phenyl)pyrazolo[1,5-a]pyrimidine-2-carboxamide C(C1=CC=CC=C1)N(C1=NC=2N(C(=C1)C=1C=NNC1)N=C(C2)C(=O)NC2=CC=C(C=C2)C(F)(F)F)C